P(=O)(O\C(\C)=C(/C(=O)N(CC)CC)\Cl)(OCO[C@H](CN(C)C)COC1=C(C=CC=C1)CCC1=CC(=CC=C1)OC)OC (E)-3-chloro-4-(diethylamino)-4-oxobut-2-en-2-yl ((((R)-1-(dimethylamino)-3-(2-(3-methoxyphenethyl)phenoxy)propan-2-yl)oxy)methyl) methyl phosphate